3-[(3-chloro-2-methoxyphenyl)amino]-2-[3-(furan-2-ylmethoxy)pyridin-4-yl]-1H,5H,6H,7H-pyrrolo[3,2-c]pyridin-4-one ClC=1C(=C(C=CC1)NC1=C(NC2=C1C(NCC2)=O)C2=C(C=NC=C2)OCC=2OC=CC2)OC